BrC1=C(C(=CC=C1)Cl)NC(=O)C=1C(=NC(=NC1)NC1=CC(=C(C(=C1)C)N1CCC(CC1)N(C)C)F)OC N-(2-bromo-6-chlorophenyl)-2-((4-(4-(dimethylamino)piperidin-1-yl)-3-fluoro-5-methylphenyl)amino)-4-methoxypyrimidine-5-carboxamide